N1=C(C=CC=C1)C(C#N)=C 2-(pyridine-2-yl)acrylonitril